N-(1H-pyrazol-5-yl)-N-(thiophen-2-ylmethyl)-3-p-tolylpropanamide N1N=CC=C1N(C(CCC1=CC=C(C=C1)C)=O)CC=1SC=CC1